ClC=1N=CC(=NC1)N1C(NC(C1=O)(C)C)=O 3-(5-Chloropyrazin-2-yl)-5,5-dimethyl-imidazolidine-2,4-dione